5-(2,6-Diazaspiro[3.3]heptan-2-yl)-N-[(1R)-1-[4-methoxy-3-(1-methylpyrazol-4-yl)phenyl]ethyl]-2-methyl-benzamide C1N(CC12CNC2)C=2C=CC(=C(C(=O)N[C@H](C)C1=CC(=C(C=C1)OC)C=1C=NN(C1)C)C2)C